O=C1NC(CCC1N1C(C2=CC=CC(=C2C1=O)NCCCCCCCCC1(C(=O)N)CC=C(C(=O)NC2=CC3=C(NC(=N3)CN3[C@H](CCC3)C)C=C2)C=C1)=O)=O 1-(8-((2-(2,6-dioxopiperidin-3-yl)-1,3-dioxoisoindolin-4-yl)amino)octyl)-N4-(2-(((S)-2-methylpyrrolidin-1-yl)methyl)-1H-benzo[d]imidazol-5-yl)terephthalamide